(3-bromo-2-methylphenyl)-1-methyl-6-oxo-1,6-dihydropyrimidine-5-carboxamide BrC=1C(=C(C=CC1)C=1N(C(C(=CN1)C(=O)N)=O)C)C